(3-Methyl-2-oxo-5-{4-[4-(piperidin-4-ylmethyl)piperazin-1-yl]phenyl}-1,3-benzodiazol-1-yl)piperidine-2,6-dione CN1C(N(C2=C1C=C(C=C2)C2=CC=C(C=C2)N2CCN(CC2)CC2CCNCC2)N2C(CCCC2=O)=O)=O